hexadecadien-1-ol CC/C=C/CC/C=C/CCCCCCCCO